5-amino-7-bromo-6-fluorobenzo[d][1,3]dioxazole-4-carboxylic acid NC1=C(C2=C(ONO2)C(=C1F)Br)C(=O)O